(S)-7-((4-(p-tolyloxy)butanoyl)glycyl)-1,4-dioxa-7-azaspiro[4.4]nonane-8-carboxylic acid C1(=CC=C(C=C1)OCCCC(=O)NCC(=O)N1CC2(OCCO2)C[C@H]1C(=O)O)C